C1(=CC=C2C=CC3=CC=CC4=CC=C1C2=C34)CCP(O)(O)=O 2-pyrenyl-ethyl-phosphonic acid